CCN(C(O[C@H]1CC[C@]2(CCCN12)COC1=NC2=C(C(=CC=C2C(=N1)N1C[C@](CCC1)(C)O)Br)F)=O)C ((3S,7ar)-7a-(((7-bromo-8-fluoro-4-((R)-3-hydroxy-3-methylpiperidin-1-yl) quinazolin-2-yl) oxy) methyl) hexahydro-1H-pyrrolizin-3-yl) methyldimethylcarbamate